ICC(=O)N(C)C1=C(C=CC=C1Cl)Cl 2-iodo-N-(2,6-dichlorophenyl)-N-methylacetamide